C(C)(C)(C)OC(=O)NCC1=NC=C2C=CC(=NC2=C1)C1=NC(=NC=C1)N1CCN(C2(CC2)C1)C(=O)OC(C)(C)C tert-butyl 7-(4-(7-(((tert-butoxycarbonyl)amino)methyl)-1,6-naphthyridin-2-yl)pyrimidin-2-yl)-4,7-diazaspiro[2.5]octane-4-carboxylate